C(#N)C1(CNCC1)C(=O)N1CCC(CC1)N1N=CC(=C1)C=1C=C(C=2N(C1)N=CC2C#N)OC 6-(1-(1-(3-cyanopyrrolidine-3-carbonyl)piperidin-4-yl)-1H-pyrazol-4-yl)-4-methoxypyrazolo[1,5-a]pyridine-3-carbonitrile